C(C)O[Si](CCCN1N=C(N=C1CC1=NNC(=N1)N)N)(OCC)OCC 2-[3-(triethoxysilyl)propyl]-3,3'-methylenebis(5-amino-1,2,4-triazole)